C(CCCCCCCCCC)N(C(OCCCCCCCC)=O)CCCCCCCCCCC octyl N,N-diundecylcarbamate